5-amino-3-ethyl-1-methyl-1H-benzo[d]imidazol-2(3H)-one NC1=CC2=C(N(C(N2CC)=O)C)C=C1